4-(((S)-1-(2-chlorophenyl)ethyl)(methyl)amino)-N-((R,E)-4-(methylsulfonyl)but-3-en-2-yl)benzamide ClC1=C(C=CC=C1)[C@H](C)N(C1=CC=C(C(=O)N[C@H](C)\C=C\S(=O)(=O)C)C=C1)C